NC(C(=O)OCC=CCCCCC(C)C)C.[Na] sodium beta-isodecenyl aminopropionate